O=C1C=CC(=CN1)C(=O)NC1CCNCC1 6-oxo-N-(piperidin-4-yl)-1,6-dihydropyridine-3-carboxamide